ClC(OC1=CC=C(C=C1)NC(=O)C1=CC2=C(N(C=N2)C(C)C)C(=C1)C1=NOC(N1)=O)(F)F N-(4-(chlorodifluoromethoxy)phenyl)-1-isopropyl-7-(5-oxo-4,5-dihydro-1,2,4-oxadiazol-3-yl)-1H-benzo[d]imidazole-5-carboxamide